ClCCN1C2(CN(C2)C(=O)[O-])CCC1 5-(2-chloroethyl)-2,5-diazaspiro[3.4]Octane-2-carboxylate